1,2-bis(diethyl-amino)ethane C(C)N(CCN(CC)CC)CC